C(C)(C)(C)OC(=O)N1C[C@@H](N(CC1)C1=C(C(N(C2=NC(=C(C=C12)F)Cl)C=1C(=NC=CC1C)C(C)C)=O)C#N)C (S)-4-(7-chloro-3-cyano-6-fluoro-1-(2-isopropyl-4-methylpyridin-3-yl)-2-oxo-1,2-dihydro-1,8-naphthyridin-4-yl)-3-methylpiperazine-1-carboxylic acid tert-butyl ester